3,5-dimercaptotriazine SN1NN=CC(=C1)S